OB1ON=CC2=C1C=CC(=C2)C2=C(OC(C)C=1C=C(C=C3C(C(=C(OC13)N1CCCCC1)C)=O)C)C=CC=C2 8-[1-[2-(1-hydroxy-2,3,1-benzoxazaborinin-6-yl)phenoxy]ethyl]-3,6-dimethyl-2-(1-piperidyl)chromen-4-one